7-Cyclobutoxy-N-(1-(difluoromethyl)-2-oxo-1,2-dihydropyridin-3-yl)-2-(1-methyl-2-oxabicyclo[2.1.1]hexan-4-yl)imidazo[1,2-a]pyridine-6-carboxamide C1(CCC1)OC1=CC=2N(C=C1C(=O)NC=1C(N(C=CC1)C(F)F)=O)C=C(N2)C21COC(C2)(C1)C